NC1(CCCC1)CC1=C(C=2N=NN=C(C2S1)NCC=1SC=CC1)Br 6-((1-aminocyclopentyl)methyl)-7-bromo-N-(thiophen-2-ylmethyl)thieno[3,2-d][1,2,3]triazin-4-amine